N,N'-(ethane-1,2-diyl)bis(1-(benzyloxy)-6-oxo-5-(2-thioxothiazolidine-3-carbonyl)-1,6-dihydropyridine-2-carboxamide) C(CNC(=O)C=1N(C(C(=CC1)C(=O)N1C(SCC1)=S)=O)OCC1=CC=CC=C1)NC(=O)C=1N(C(C(=CC1)C(=O)N1C(SCC1)=S)=O)OCC1=CC=CC=C1